N=1C=CN2N=C(C=CC21)C(=O)NN imidazo[1,2-b]pyridazine-6-carbohydrazide